8-(phenylmethylthio)-5-chloro-4-(2,2-difluoroethyl)-3,4-dihydro-2H-benzo[b][1,4]oxazine C1(=CC=CC=C1)CSC1=CC=C(C2=C1OCCN2CC(F)F)Cl